[N+](=O)([O-])C1=C(C=CC=C1)S(=O)(=O)NCC(F)(F)F 2-nitro-N-(2,2,2-trifluoroethyl)benzenesulfonamide